COC=1C(=CC(=NC1)C1=NC2=CC=C(C=C2C(N1)=O)N1CCN(CC1)C)C 2-(5-methoxy-4-methylpyridin-2-yl)-6-(4-methylpiperazin-1-yl)quinazolin-4(3H)-one